C[C@@H](CCC(=O)[C@@H](C)[C@H]1C(=O)C[C@@H]2[C@@]1(CC[C@H]3[C@H]2CCC4[C@@]3(CC[C@@H](C4)O)C)C)CO The molecule is a cholestanoid that is cholest-5-ene substituted by hydroxy groups at positions 3 and 26 and oxo groups at positions 16 and 22 respectively. It has a role as a plant metabolite and a food component. It is a cholestanoid, a 3beta-hydroxy steroid, a 26-hydroxy steroid and a 16-oxo steroid.